CN1C=NC2=C(C1=O)C=CC=N2 3-methyl-pyrido[2,3-d]pyrimidin-4-one